methyl 9,10-dihydroxyoctadecanoate OC(CCCCCCCC(=O)OC)C(CCCCCCCC)O